ClC=1C=C2C(CC(C2=CC1C)=O)(C(F)(F)F)C 5-chloro-3,6-dimethyl-3-trifluoromethyl-1-indenone